S(=O)(=O)([O-])[O-].[NH4+].C(C(C)C)OC1=NC(=CC=C1C1C(C1)C(=O)NC1=CC=CC=2NC(NC21)=O)C(F)(F)F.[NH4+] 2-(2-isobutoxy-6-(trifluoromethyl)pyridin-3-yl)-N-(2-oxo-2,3-dihydro-1H-benzo[d]imidazol-4-yl)cyclopropane-1-carboxamide ammonium sulfate